C(CCCCCC(CCN)N)C(CCN)N (hexane-1,6-diyl)bis(propane-1,3-diamine)